[(2R)-2-amino-3,3-difluoropropoxy](tert-butyl)diphenylsilane N[C@H](CO[Si](C1=CC=CC=C1)(C1=CC=CC=C1)C(C)(C)C)C(F)F